BrC=1C=NN(C1Cl)CC=1C(N(C=CC1)C)=O 3-[(4-bromo-5-chloro-pyrazol-1-yl)methyl]-1-methyl-pyridin-2-one